(1R,3S)-3-(tert-butoxycarbonylamino)cyclopentanol C(C)(C)(C)OC(=O)N[C@@H]1C[C@@H](CC1)O